BrCC=1C=C(C=CC1)B1OC(C)(C)C(C)(C)O1 3-(bromomethyl)phenylboronic acid pinacol ester